3-[(isopropylsulfonyl)-methyl]-N-(5-methyl-1,3,4-oxadiazol-2-yl)-5-(trifluoromethyl)[1,2,4]triazolo[4,3-a]pyridine-8-carboxamide C(C)(C)S(=O)(=O)CC1=NN=C2N1C(=CC=C2C(=O)NC=2OC(=NN2)C)C(F)(F)F